6-chlorochroman-3-amine hydrochloride Cl.ClC=1C=C2CC(COC2=CC1)N